ClC1=CC=C2C(N(C=NC2=C1)CC1(CCN(CC1)C(C[C@@H](C)C1=CC=CC=C1)=O)O)=O (R)-7-chloro-3-((4-hydroxy-1-(3-phenylbutanoyl)piperidin-4-yl)methyl)quinazolin-4(3H)-one